6-(cyclopropylmethoxy)-N-[(2S)-1-(3-fluoropropoxy)-4-methylpentan-2-yl]-5-(3-methoxyazetidin-1-yl)pyridine-2-carboxamide C1(CC1)COC1=C(C=CC(=N1)C(=O)N[C@H](COCCCF)CC(C)C)N1CC(C1)OC